2-fluoro-4-((3-((3R,4S)-3-hydroxytetrahydro-2H-pyran-4-yl)-4-oxo-3,4,8,9-tetrahydro-2H-benzofuro[5,4-e][1,3]oxazin-6-yl)methyl)-N-(((R)-tetrahydrofuran-2-yl)methyl)benzamide FC1=C(C(=O)NC[C@@H]2OCCC2)C=CC(=C1)CC1=CC=2C(N(COC2C=2CCOC21)[C@@H]2[C@H](COCC2)O)=O